ClC1=C(C=CC=C1)C=1N=C(SC1)NC(C1=NC=C(C=C1)N1C[C@@H](CCC1)O)=O (R)-N-(4-(2-chlorophenyl)thiazol-2-yl)-5-(3-hydroxypiperidin-1-yl)picolinamide